(R)-5-((1-(3-(4-(5-Chloropyrimidin-2-yl)piperazin-1-yl)-3-oxopropoxy)-4-hydroxybutan-2-yl)oxy)-4-(trifluoromethyl)pyridazin-3(2H)-one ClC=1C=NC(=NC1)N1CCN(CC1)C(CCOC[C@@H](CCO)OC1=C(C(NN=C1)=O)C(F)(F)F)=O